benzyl 6-hydroxy-6-(2-hydroxypropyl)-1,4-oxazepane-4-carboxylate OC1(CN(CCOC1)C(=O)OCC1=CC=CC=C1)CC(C)O